Dihydronaphthoxyphosphine C1(CC=CC2=CC=CC=C12)OP